COC(C1=C(C=CC=C1)OC)=O 2-methoxybenzoic acid methyl ester